CC1(CC1)OC=1C=C2C(=NNC2=CC1)C1=CC(=NC=N1)N1CCC(CC1)CN1CCN(CC1)CC1CCN(CC1)C1=CC=C2CN(C(C2=C1)=O)C1C(NC(CC1)=O)=O 3-[6-[4-[[4-[[1-[6-[5-(1-methylcyclopropoxy)-1H-indazol-3-yl]pyrimidin-4-yl]-4-piperidyl]methyl]piperazin-1-yl]methyl]-1-piperidyl]-1-oxo-isoindolin-2-yl]piperidine-2,6-dione